C(OCC(F)F)(OCCF)=O 2,2-difluoroethyl (2-fluoroethyl) carbonate